N-(1'-(2-(2-fluoroprop-2-yl)pyrimidin-4-yl)-1',2'-dihydrospiro[cyclopropane-1,3'-pyrrolo[3,2-c]pyridin]-6'-yl)acetamide FC(C)(C)C1=NC=CC(=N1)N1CC2(C=3C=NC(=CC31)NC(C)=O)CC2